3-(5-fluoro-1-oxo-4-((7-(piperidin-1-yl)heptyl)thio)isoindolin-2-yl)piperidine-2,6-dione FC=1C(=C2CN(C(C2=CC1)=O)C1C(NC(CC1)=O)=O)SCCCCCCCN1CCCCC1